1-(5-(3-cyano-6-(1-methyl-1H-pyrazol-4-yl)Pyrazolo[1,5-a]pyridin-4-yl)pyridin-2-yl)-N-(2-methoxy-3-methylbutyl)piperidine-4-carboxamide tris-(2,3-dichloro-1-propyl)phosphate ClC(COP(=O)(OCC(CCl)Cl)OCC(CCl)Cl)CCl.C(#N)C=1C=NN2C1C(=CC(=C2)C=2C=NN(C2)C)C=2C=CC(=NC2)N2CCC(CC2)C(=O)NCC(C(C)C)OC